C1(CC1)N1N=CC(=C1)[C@@H]1OCC[C@@H](C1)C1=CC=2C(=NC(=C(N2)C)CO)C(=N1)C1=C(C=C(C=C1)F)F (7-((2R,4S)-2-(1-cyclopropyl-1H-pyrazol-4-yl)tetrahydro-2H-pyran-4-yl)-5-(2,4-difluorophenyl)-2-methylpyrido[3,4-b]pyrazin-3-yl)methanol